C(#N)[C@H]1N(CC(C1)(F)F)C(CNC(=O)N1CC2=CC=CC=C2C1)=O (S)-N-(2-(2-cyano-4,4-difluoropyrrolidin-1-yl)-2-oxoethyl)isoindoline-2-carboxamide